({6-[(1,3-benzothiazol-2-yl)amino]-4,5-dimethylpyridazin-3-yl}amino)-5-{3-[4-(dimethylcarbamoyl)-2-fluorophenoxy]propyl}-1,3-thiazole-4-carboxylic acid S1C(=NC2=C1C=CC=C2)NC2=C(C(=C(N=N2)NC=2SC(=C(N2)C(=O)O)CCCOC2=C(C=C(C=C2)C(N(C)C)=O)F)C)C